chloro-3-(2-hydroxypropan-2-yl)-5',6''-dimethyl-4''-((2,3,4-trifluorobenzyl)oxy)-2H,2''H-[1,2':4',1''-terpyridin]-2,2''-dione ClC1=C(C(N(C=C1)C1=NC=C(C(=C1)N1C(C=C(C=C1C)OCC1=C(C(=C(C=C1)F)F)F)=O)C)=O)C(C)(C)O